6-(4-methoxypyrrolo[2,1-f][1,2,4]triazin-5-yl)-1,2-dimethyl-1H-imidazo[4,5-b]pyridine COC1=NC=NN2C1=C(C=C2)C=2C=C1C(=NC2)N=C(N1C)C